1-methylcyclopentan-1-amine hydrochloride Cl.CC1(CCCC1)N